phenyl(p-chlorophenyl)methylene(cyclopentadienyl)(2,7-diphenyl-3,6-di-tert-butylfluorenyl)zirconium dichloride [Cl-].[Cl-].C1(=CC=CC=C1)C(=[Zr+2](C1=C(C(=CC=2C3=CC(=C(C=C3CC12)C1=CC=CC=C1)C(C)(C)C)C(C)(C)C)C1=CC=CC=C1)C1C=CC=C1)C1=CC=C(C=C1)Cl